2-(2,5-dichlorothiazol-4-yl)acetic acid ClC=1SC(=C(N1)CC(=O)O)Cl